FC1=C(C(=CC=C1NS(=O)(=O)N1C[C@@H](CC1)F)F)C1=CC2=C(N=C(N=C2)NCCCC(=O)OC(C)(C)C)N(C1=O)C tert-butyl 4-[[6-[2,6-difluoro-3-[[(3R)-3-fluoropyrrolidin-1-yl]sulfonylamino]phenyl]-8-methyl-7-oxopyrido[2,3-d]pyrimidin-2-yl]amino]butanoate